C1(CCCC1)[Si](OC(C)C)(OC(C)C)C1CCCC1 dicyclopentyl-diisopropyl-oxysilane